2-[1-[2-(5-Fluoroisoindolin-2-yl)-6-methyl-4-oxo-chromen-8-yl]ethylamino]-N-methyl-benzamide FC=1C=C2CN(CC2=CC1)C=1OC2=C(C=C(C=C2C(C1)=O)C)C(C)NC1=C(C(=O)NC)C=CC=C1